COCCN1N=NC(=C1)C=1C=C(C=CC1)O 3-[1-(2-methoxyethyl)triazol-4-yl]phenol